ClC=1C2=C(N=C(N1)CCC1=CC=CC=C1)SC(=C2)C 4-chloro-6-methyl-2-phenethylthieno[2,3-d]pyrimidine